4-amino-N-cyclopropyl-N-(4-(3-hydroxy-3-methylbut-1-yn-1-yl)benzyl)-1-methyl-1H-pyrazolo[4,3-c]quinoline-8-carboxamide NC1=NC=2C=CC(=CC2C2=C1C=NN2C)C(=O)N(CC2=CC=C(C=C2)C#CC(C)(C)O)C2CC2